bismuth oxygen selenium-palladium selenide [Pd]=[Se].[Se].[O].[Bi]